COC1=CC(=NC2=C(C=CC=C12)OC)C(=O)N1CCC2(CC1)OC(C1=CC(=CC=C1C2)C=2C=NC=C(C(=O)OCCOCCOCCOC)C2)=O 2-(2-(2-methoxyethoxy)ethoxy)ethyl 5-(1'-(4,8-dimethoxyquinoline-2-carbonyl)-1-oxospiro[isochroman-3,4'-piperidin]-7-yl)nicotinate